NC1CCN(CC1)C(=O)OCC ethyl 4-amino-piperidine-1-carboxylate